5-Chloro-1-(3,4-dimethoxyphenyl)-2-(3-(dimethylamino)propyl)-1,2-dihydrochromeno[2,3-c]pyrrole-3,9-dione ClC1=CC=CC=2C(C3=C(C(N(C3C3=CC(=C(C=C3)OC)OC)CCCN(C)C)=O)OC12)=O